3-(4-((2-azidopropyl)amino)-1,2,5-oxadiazol-3-yl)-4-(3-bromo-4-fluorophenyl)-1,2,4-oxadiazol-5(4H)-one N(=[N+]=[N-])C(CNC=1C(=NON1)C1=NOC(N1C1=CC(=C(C=C1)F)Br)=O)C